lithium sodium iodide [I-].[Na+].[Li+].[I-]